BrC=1C=2N(C=C(C1)S(=O)(=O)N(CC1=CC=C(C=C1)OC)C1(CC1)C#N)C(=CN2)C(=O)NN 8-bromo-N-(1-cyanocyclopropyl)-3-(hydrazinocarbonyl)-N-(4-methoxybenzyl)imidazo[1,2-a]pyridin-6-sulfonamide